N-(6-chloro-4-methoxy-pyridin-3-yl)-7-meth-ylquinolin-4-amine ClC1=CC(=C(C=N1)NC1=CC=NC2=CC(=CC=C12)C)OC